CC1=NC=C(C(=C1)C=1NC2=CC=C(C=C2C1C(C)C)C1CCN(CC1)CC1=NOC=N1)C 3-((4-(2-(2,5-dimethylpyridin-4-yl)-3-isopropyl-1H-indol-5-yl)piperidin-1-yl)methyl)-1,2,4-oxadiazole